C(C)(=O)NC1=NN(C=C1)C(=O)N1CCN(CC1)CC1=C(OC2(CC2)C(=O)O)C=C(C=C1)Cl 1-(2-((4-(3-acetamido-1H-pyrazole-1-carbonyl)piperazin-1-yl)methyl)-5-chlorophenoxy)cyclopropane-1-carboxylic acid